ethyl 2-(5-fluoro-2-((2-fluoro-7-(4,4,5,5-tetramethyl-1,3,2-dioxaborolan-2-yl)benzofuran-5-yl)methoxy)phenyl)acetate FC=1C=CC(=C(C1)CC(=O)OCC)OCC=1C=C(C2=C(C=C(O2)F)C1)B1OC(C(O1)(C)C)(C)C